BrC1=CC2=C(N(C1)C(=O)OC(C)(C)C)C1(CNC1)OC2 tert-butyl 3-bromospiro[5H-furo[3,4-b]pyridine-7,3-azetidine]-1-carboxylate